BrC1=CN=C2C(=NC(=NN21)O[C@H](C)CC)N(CC2=CC=C(C=C2)OC)CC2=CC=C(C=C2)OC (R)-7-bromo-2-(sec-butoxy)-N,N-bis(4-methoxybenzyl)imidazo[2,1-f][1,2,4]triazin-4-amine